[N+](=O)(O)[O-].[N+](=O)(O)[O-].CN1CCN(CC1)C1=CC=C(C=N1)NC(=N)N 1-(6-(4-methylpiperazin-1-yl)pyridin-3-yl)guanidine dinitrate